COC(NC1=NC=CC(=C1)C1=CC(=NC(=C1)C=1C(=NN(C1)CC)C(F)(F)F)OC(C)(C)C)=O N-[4-[2-tert-butoxy-6-[1-ethyl-3-(trifluoromethyl)pyrazol-4-yl]-4-pyridinyl]-2-pyridinyl]carbamic acid methyl ester